(2,4-dichlorophenyl)-2-methyl-4-propyl-1,3-dioxolane ClC1=C(C=CC(=C1)Cl)C1(OCC(O1)CCC)C